5-(2-Fluoro-6-hydroxy-4-(5-isopentyl-4,5,6,7-tetrahydropyrazolo[1,5-a]pyrazin-3-yl)phenyl)-1,2,5-thiadiazolidin-3-one 1,1-dioxide FC1=C(C(=CC(=C1)C=1C=NN2C1CN(CC2)CCC(C)C)O)N2CC(NS2(=O)=O)=O